FC1=C(C=CC(=C1C)F)C=1C(=C2N(N1)CCC2)C=2C=CC=1N(C2)N=CN1 6-(2-(2,4-Difluoro-3-methylphenyl)-5,6-dihydro-4H-pyrrolo[1,2-b]pyrazol-3-yl)-[1,2,4]triazolo[1,5-a]pyridine